C(C)(=O)C1=C(C2=C(N=C(N=C2)NC2=NC=C(C=C2)C2CCN(CC2)CC2=CC=C(C=C2)[C@@H](C)O[Si](C)(C)C(C)(C)C)N(C1=O)C1CCCC1)C (R)-6-acetyl-2-((5-(1-(4-(1-((tert-butyldimethylsilyl)oxy)-ethyl)benzyl)piperidin-4-yl)pyridin-2-yl)amino)-8-cyclopentyl-5-methylpyrido[2,3-d]pyrimidin-7(8H)-one